COCC(CN1C=NC2=C1C=C(C=C2C(=O)N)NC(=O)C2=C(C=CC=C2)C(F)(F)F)C 2-(methoxymethyl)-n-propyl-6-({[2-(trifluoromethyl)phenyl]carbonyl}amino)-1H-benzimidazole-4-carboxamide